C(C)(C)(C)OC(CC1(CCN(CC1)C1=C(C=C(C(=C1)F)NC1C(NC(CC1)=O)=O)F)O)=O 2-[1-[4-[(2,6-dioxo-3-piperidyl)amino]-2,5-difluoro-phenyl]-4-hydroxy-4-piperidyl]acetic acid tert-butyl ester